4-(4-cyano-2-methylphenoxy)-6-(trifluoromethyl)pyridazine-3-carboxylic acid C(#N)C1=CC(=C(OC2=C(N=NC(=C2)C(F)(F)F)C(=O)O)C=C1)C